(R)-7-(6-fluoro-4-(3-fluoropyrrolidin-1-yl)pyridin-2-yl)-5,6,7,8-tetrahydro-2,7-naphthyridine-3-carboxylic acid FC1=CC(=CC(=N1)N1CCC=2C=C(N=CC2C1)C(=O)O)N1C[C@@H](CC1)F